D-xylofuranose OC1[C@H](O)[C@@H](O)[C@H](O1)CO